FC(C1=CC=CC(=N1)NC(=O)C=1C(=CC=2N(C1)C=C(N2)C2CCC(CC2)CN(C)C2CCN(CC2)C2=CC(=CC=C2)C2C(NC(CC2)=O)=O)OC(C)C)F N-[6-(difluoromethyl)-2-pyridyl]-2-[4-[[[1-[3-(2,6-dioxo-3-piperidyl)phenyl]-4-piperidyl]-methyl-amino]methyl]cyclohexyl]-7-isopropoxy-imidazo[1,2-a]pyridine-6-carboxamide